CC=1C(=NC=C(C1)NC(C(=O)N1C(CCC(C1)C)C1=CC(=CC=C1)C(F)(F)F)=O)NC(OC(C)(C)C)=O tert-butyl N-[3-methyl-5-[[2-[5-methyl-2-[3-(trifluoromethyl)phenyl]-1-piperidyl]-2-oxo-acetyl] amino]-2-pyridyl]carbamate